N-[1-(7-methylthiothieno[3,2-d]pyrimidin-4-yl)-4-piperidinyl]-N-[(2Z)-3-phenyl-2-propenyl]-2,4-dinitrobenzenesulfonamide CSC1=CSC2=C1N=CN=C2N2CCC(CC2)N(S(=O)(=O)C2=C(C=C(C=C2)[N+](=O)[O-])[N+](=O)[O-])C\C=C/C2=CC=CC=C2